COC1CCN(CC1)CCNC(=O)C=1SC(=C(C1)C)NC1=NN(C2=NC(=NC=C21)NC=2C=NN(C2)C)C N-(2-(4-methoxypiperidin-1-yl)ethyl)-4-methyl-5-((1-methyl-6-((1-methyl-1H-pyrazol-4-yl)amino)-1H-pyrazolo[3,4-d]pyrimidin-3-yl)amino)thiophene-2-carboxamide